[SiH2]([SiH3])P disilanylphosphine